Cl.FC(C1(CC1)CN)(F)F [1-(trifluoromethyl)cyclopropyl]methanamine hydrochloride